N-(3-cyanobenzylidene)-2-methylpropane-2-sulfinamide C(#N)C=1C=C(C=NS(=O)C(C)(C)C)C=CC1